methyl 2,3-bis(azanyl)-5-bromanyl-benzoate NC1=C(C(=O)OC)C=C(C=C1N)Br